COC=1C=C(C(=O)N2CC(NC3=CC(=CC=C23)C(C)=O)=O)C=C(C1)C1=CC2=CC=CC=C2C=C1 4-(3-methoxy-5-(naphthalen-2-yl)benzoyl)-7-acetyl-3,4-dihydroquinoxalin-2(1H)-one